FC=1C=C(C=CC1)NC(=O)C1=C(C=CC=2CCCCC12)OC N-(3-fluorophenyl)-2-methoxy-5,6,7,8-tetrahydronaphthalene-1-carboxamide